7-(imidazo[1,2-b]pyridazin-3-ylethynyl)-6-methoxy-N-(3-(trifluoromethyl)phenyl)benzo[d]isoxazol-3-amine N=1C=C(N2N=CC=CC21)C#CC2=C(C=CC=1C(=NOC12)NC1=CC(=CC=C1)C(F)(F)F)OC